FC1=C(C(=C(C(=O)N)C=C1)F)N1CCNCC1 difluoro-3-(piperazin-1-yl)benzamide